F[C@H]1[C@@H]([C@]2(CN[C@@]1(C2)C)C)OC2=CC=C(N=N2)C2=C(C=C(C=C2)N2C=NC=C2)O 2-(6-(((1R,4R,5R,6R)-6-fluoro-1,4-dimethyl-2-azabicyclo[2.2.1]heptan-5-yl)oxy)pyridazin-3-yl)-5-(1H-imidazol-1-yl)phenol